FC1=C(C(=O)NC2=C(C(=CC=C2)C=2OC(=NN2)C=2OC=CC2)F)C=CC=C1 2-Fluoro-N-(2-fluoro-3-(5-(furan-2-yl)-1,3,4-oxadiazol-2-yl)phenyl)benzamide